FC1=C(C=C(C(=C1)F)Br)Br 1,5-difluoro-2,4-dibromo-benzene